2-chloro-7-cyclopentyl-7H-pyrrolo[2,3-d]pyrimidine-6-carboxylic acid dimethyl amide CN(C(=O)C1=CC2=C(N=C(N=C2)Cl)N1C1CCCC1)C